BrC1=NN2C(N(C(CC2)=O)CC2=CC=C(C=C2)C=2NC=C(N2)C(F)(F)F)=C1 2-bromo-4-(4-(4-(trifluoromethyl)-1H-imidazol-2-yl)benzyl)-6,7-dihydropyrazolo[1,5-a]pyrimidin-5(4H)-one